COC=1C=C2CCN(C(C2=CC1)=O)CC1CC1 6-Methoxy-2-(cyclopropylmethyl)-3,4-dihydroisoquinolin-1(2H)-one